CC(CCS)C 3-Methylbutanethiol